bromo-3'H-spiro[fluorene-9,2'-thiophene] BrC1C2(SC=C1)C1=CC=CC=C1C=1C=CC=CC12